4-((4bS,5R,6S,7S,7aR)-4b,5-dihydroxy-4-methoxy-6-(((2-methoxyethyl)amino)methyl)-7-phenyl-4b,5,6,7-tetrahydro-7aH-cyclopenta[4,5]furo[2,3-c]pyridin-7a-yl)benzonitrile hydrochloride Cl.O[C@@]12[C@@](OC=3C=NC=C(C31)OC)([C@@H]([C@H]([C@H]2O)CNCCOC)C2=CC=CC=C2)C2=CC=C(C#N)C=C2